methyl 5-[methoxy(methyl)carbamoyl]-2-nitro-benzoate CON(C(=O)C=1C=CC(=C(C(=O)OC)C1)[N+](=O)[O-])C